3-[4-(1-ethoxyethoxy)phenyl]propionic acid C(C)OC(C)OC1=CC=C(C=C1)CCC(=O)O